CC=1C=C2C(=NC1)C(=C(N2)C2=CC(=NC=C2)N)C2=NC=CC=C2 4-[6-Methyl-3-(pyridin-2-yl)-1H-pyrrolo[3,2-b]pyridin-2-yl]pyridin-2-amine